C(=O)(OCC1C2=CC=CC=C2C2=CC=CC=C12)N[C@@H](CCCCNC(=O)OC(C)(C)C)C(=O)O Nα-Fmoc-Nε-Boc-L-lysine